FC1(CCC(CC1)C(NC(=O)C1=NON=C1C)C=1OC2=C(N1)C=C(C=C2)C(COC)N2C(NCC2)=O)F N-((4,4-difluorocyclohexyl)(5-(2-methoxy-1-(2-oxoimidazolidin-1-yl)ethyl)benzo[d]oxazol-2-yl)methyl)-4-methyl-1,2,5-oxadiazole-3-carboxamide